NC1=NC(=CC(=C1)C1=C(C=CC(=C1)NS(=O)(=O)CC)OC1=C(C=C(C=C1)F)F)C 2-amino-4-(2-(2,4-difluorophenoxy)-5-(ethylsulfonylamino)phenyl)-6-methylpyridine